C(C)(C)[Si](OCC)(OCC)C(C)C Diisopropyl-diethoxysilane